[O-]P([O-])(=O)OP(=O)([O-])[O-].[Na+].OCCC=C.[Na+].[Na+].[Na+] hydroxyethylethylene sodium diphosphate